4,6-dichloro-5-propyl-pyrimidin-2-amine ClC1=NC(=NC(=C1CCC)Cl)N